2-([1,1'-biphenyl]-4-ylmethyl)-2-(((2r,3r,4s,5r)-5-(6-amino-2-chloro-9H-purin-9-yl)-4-fluoro-3-hydroxytetrahydrofuran-2-yl)methoxy)malonic acid C1(=CC=C(C=C1)CC(C(=O)O)(C(=O)O)OC[C@H]1O[C@H]([C@H]([C@@H]1O)F)N1C2=NC(=NC(=C2N=C1)N)Cl)C1=CC=CC=C1